tert-butyl 4-(2-(benzofuran-5-yl)-5-ethyl-7-oxo-4-(2-oxo-2-((4-(pentafluoro-λ6-sulfaneyl)phenyl)amino)ethyl)-4,7-dihydro-[1,2,4]triazolo[1,5-a]pyrimidin-6-yl)piperazine-1-carboxylate O1C=CC2=C1C=CC(=C2)C2=NN1C(N(C(=C(C1=O)N1CCN(CC1)C(=O)OC(C)(C)C)CC)CC(NC1=CC=C(C=C1)S(F)(F)(F)(F)F)=O)=N2